FC([C@@H]1[C@H]2CC(N[C@@H]12)C(=O)O)(F)F |o1:2,3,7| rel-(1R,5R,6R)-6-(trifluoromethyl)-2-azabicyclo[3.1.0]hexane-3-carboxylic acid